COC(=O)C1=CC=C(C2=CN(N=C12)COCC[Si](C)(C)C)OC 4-methoxy-2-((2-(trimethylsilyl)ethoxy)methyl)-2H-indazole-7-carboxylic acid methyl ester